6-(Benzylmethoxy)-8-fluoro-4-[(1H-imidazole-1-carbonylthio)oxy]-7-[(2-methoxy-2-oxoethyl)(trifluoroacetyl)amino]-3,4-dihydroisoquinoline-2(1H)-carboxylic acid tert-butyl ester C(C)(C)(C)OC(=O)N1CC2=C(C(=C(C=C2C(C1)OSC(=O)N1C=NC=C1)OCCC1=CC=CC=C1)N(C(C(F)(F)F)=O)CC(=O)OC)F